C(C)O[Si](OCC)(OCC)CC1=CC=C(C=C1)C1=CC=C(C=C1)C[Si](OCC)(OCC)OCC 4,4'-bis(triethoxysilylmethyl)-1,1'-biphenyl